methyl (S)-2-mercapto-1-(oxetan-2-ylmethyl)-1H-benzo[d]imidazole-6-carboxylate SC1=NC2=C(N1C[C@H]1OCC1)C=C(C=C2)C(=O)OC